NC=1OC2=C(N1)C=C(C=C2)C2=NN(C1=NC(=NC(=C12)N)NC)C(C)C 3-(2-Amino-benzooxazol-5-yl)-1-isopropyl-N*6*-methyl-1H-pyrazolo[3,4-d]pyrimidin-4,6-diamin